ClC1=C(C=C(C=C1)C(=O)N1CCC(CC1)OC1CCNCC1)N1C(NC(CC1)=O)=O 1-(2-Chloro-5-(4-(piperidin-4-yloxy)piperidine-1-carbonyl)phenyl)dihydropyrimidine-2,4(1H,3H)-dione